CC1=C(N=C(S1)SC=1SC(=C(N1)C)C)C dimethyl-thiazolyl sulfide